[Ge+2].C1(=CC(=CC=C1)CN)CN m-xylylenediamine germanium (II)